6-chloro-7-methyl-quinolin-4-ol ClC=1C=C2C(=CC=NC2=CC1C)O